4-iodo-1,1-biphenyl IC1=CC=C(C=C1)C1=CC=CC=C1